3-methylbut-2-enoic acid 2-(((4-methoxy-3,5-dimethylpyridin-2-yl) methyl) sulfinyl)-1H-benzo[d]imidazol-5-yl ester COC1=C(C(=NC=C1C)CS(=O)C1=NC2=C(N1)C=CC(=C2)OC(C=C(C)C)=O)C